OC(CN(C)C)CO 2,3-dihydroxypropyl-dimethylamine